(eicosanyl)sulfone C(CCCCCCCCCCCCCCCCCCC)S(=O)(=O)CCCCCCCCCCCCCCCCCCCC